2-(3-chloro-5-ethyl-4-(4-hydroxy-3-isopropylbenzyl)phenoxy)-N,N-dimethylacetamide ClC=1C=C(OCC(=O)N(C)C)C=C(C1CC1=CC(=C(C=C1)O)C(C)C)CC